(R,2S)-N'-((3-(2-methoxypyridin-4-yl)bicyclo[4.2.0]octa-1(6),2,4-trien-2-yl)carbamoyl)-2-methyl-2,3-dihydropyrazolo[5,1-b]oxazole-7-sulfonimidamide COC1=NC=CC(=C1)C1=C(C=2CCC2C=C1)NC(=O)N=[S@](=O)(N)C=1C=NN2C1O[C@H](C2)C